ClC=1C=C(C=C(C1)F)C1=NC(=CC(=C1)CN1CCC(CC1)CNC(C)=O)OC=1C=NC(=NC1)N1CCN(CC1)CCO N-((1-((2-(3-chloro-5-fluorophenyl)-6-((2-(4-(2-hydroxyethyl)piperazin-1-yl)pyrimidin-5-yl)oxy)pyridin-4-yl)methyl)piperidin-4-yl)methyl)acetamide